[Br-].C(C1=CC=CC=C1)[N+]1=CC=C(C=C1)CCCOC(=O)C1=CC=2C(C3=CC=CC(=C3C(C2C(=C1)O)=O)O)=O (1-benzyl-4-(3-((4,5-dihydroxy-9,10-dioxo-9,10-dihydroanthracene-2-carbonyl)oxy)propyl)pyridin-1-ium) bromide salt